tert-butyl (S)-(1-(4-methylbenzyl)-3-(1-(5-methylisoxazole-4-carboxamido)-3-(p-tolyl)propan-2-yl)-1,3-dihydro-2H-benzo[d]imidazol-2-ylidene)carbamate CC1=CC=C(CN2C(N(C3=C2C=CC=C3)[C@H](CNC(=O)C=3C=NOC3C)CC3=CC=C(C=C3)C)=NC(OC(C)(C)C)=O)C=C1